ClC1=NC(=CC(=C1C#N)NC1=CC2=C(N(C(N2CC[C@@H](C)O)=O)C)C=C1)C 2-chloro-4-[[3-[(3R)-3-hydroxybutyl]-1-methyl-2-oxo-benzoimidazol-5-yl]amino]-6-methyl-pyridine-3-carbonitrile